SCCCC(=O)OCCOCCOC(CCCS)=O diethylene glycol bis(4-mercaptobutyrate)